DL-glycine ethyl ester hydrochloride Cl.C(C)OC(CN)=O